FC=1C=C(C=C2C(=CC(=NC12)C)C(C)(C)O)C1=NC(=NC=C1F)NC1=NC=C(C=C1)C1CCNCC1 2-(8-Fluoro-6-(5-fluoro-2-((5-(piperidin-4-yl)pyridin-2-yl)amino)pyrimidin-4-yl)-2-methylquinolin-4-yl)propan-2-ol